COC1=CC=C(C=C1)C(CC(=O)C1=CC=C(C=C1)C(C)(C)C)=O 1-(4-methoxyphenyl)-3-[4-(2-methyl-2-propanyl)phenyl]-1,3-propanedione